(R)-(2-(4-(4-fluoropyrazolo[1,5-a]pyridin-2-yl)-1,4,6,7-tetrahydro-5H-imidazo[4,5-c]pyridin-5-yl)pyrimidin-4-yl)(phenyl)methanone FC=1C=2N(C=CC1)N=C(C2)[C@@H]2N(CCC1=C2N=CN1)C1=NC=CC(=N1)C(=O)C1=CC=CC=C1